3-thioxo-4-(2,4,5-trifluorobenzyl)-3,4-dihydro-1,2,4-triazin-5(2H)-one S=C1NN=CC(N1CC1=C(C=C(C(=C1)F)F)F)=O